P(=O)(OC)(OC[C@@H](COCCCCCCCCCCCCCCCC)COCC1=CC=CC=C1)OC1=C(C=CC=C1)Cl methyl ((S)-2-(benzyloxy) methyl-3-(hexadecyloxy) propyl) (2-chlorophenyl) phosphate